2-chloro-4-iodopyridine-3-carbonitrile ClC1=NC=CC(=C1C#N)I